tert-Butyl 4-carbamoylpiperidine-1-carboxylate C(N)(=O)C1CCN(CC1)C(=O)OC(C)(C)C